C1(=C(C(=CC=C1)C)C)NCCCS(=O)(=O)O 3-(xylylamino)propanesulfonic acid